BrC1=C(C2=C(C(=CC=C2C=C1)Br)N(C)C)N(C)C 2,7-dibromo-1,8-bis(dimethylamino)naphthalene